(1aS,5aS)-2-(2,4-Difluoro-phenyl)-1a,2,5,5a-tetrahydro-1H-2,3-diaza-cyclopropa[a]pentalene-4-carboxylic acid (tetrahydro-pyran-4-yl)-amide O1CCC(CC1)NC(=O)C=1C=2C[C@H]3[C@@H](C2N(N1)C1=C(C=C(C=C1)F)F)C3